C(C1=CC=CC=C1)OC(=O)N[C@@H]1C[C@H](C1)C(=O)OC methyl trans-3-{[(benzyloxy) carbonyl] amino}cyclobutanecarboxylate